FC1(C(N(C2=C(O1)C=C(C(=C2)C2=C(C(=C(C(=C2F)F)F)F)F)F)[C@H](C(=O)OC)CC)=O)F methyl (S)-2-(2,2,7-trifluoro-3-oxo-6-(perfluorophenyl)-2,3-dihydro-4H-benzo[b][1,4]oxazin-4-yl)butanoate